O=C1C(C(=NN1C1=CC=C(C=C1)S(=O)(=O)O)C(=O)O)N=NC1=CC=C(C=C1)S(=O)(=O)O 4,5-dihydro-5-oxo-1-(4-sulfophenyl)-4-((4-sulfophenyl)azo)-1H-pyrazole-3-carboxylic Acid